6-(5-iodo-2-isopropyl-1,2,4-triazol-3-yl)bicyclo[3.1.0]hexan-3-one IC=1N=C(N(N1)C(C)C)C1C2CC(CC12)=O